FC1=CC=CC=2N(C(=NC21)NC)C2=NC(=CC(=N2)N2[C@@H](COCC2)C)C2(CC2)[S@](=O)(=N)C 4-fluoro-N-methyl-1-{4-[(3R)-3-methylmorpholin-4-yl]-6-[1-((S)-S-methylsulfonimidoyl)cyclopropyl]pyrimidin-2-yl}-1H-benzimidazol-2-amine